5-((4-(Difluoromethyl)-3-oxo-3,4-dihydropyrazin-2-yl)methyl)-7-(4-(2-fluoro-6-methylphenyl)piperazin-1-yl)-3-methylpyrido[2,3-b]pyrazin-6(5H)-one FC(N1C(C(=NC=C1)CN1C(C(=CC=2C1=NC(=CN2)C)N2CCN(CC2)C2=C(C=CC=C2C)F)=O)=O)F